3-((tert-butyldimethylsilyl)oxy)-5-chloro-2-fluoroaniline [Si](C)(C)(C(C)(C)C)OC=1C(=C(N)C=C(C1)Cl)F